C(CCCCCCCCCCC)(=O)N(C)CC(=O)O.[Na] sodium N-lauroylsarcosine